COC1=NC=C(C(=N1)OC)C1=CC(=C(N=N1)C#N)N1CCCC1 6-(2,4-dimethoxypyrimidin-5-yl)-4-pyrrolidin-1-yl-pyridazine-3-carbonitrile